4-(1-(6'-chloro-4',4'-dimethyl-3',4'-dihydro-2'H-spiro[cyclopropane-1,1'-naphthalene]-7'-yl)vinyl)benzoic acid ClC=1C=C2C(CCC3(C2=CC1C(=C)C1=CC=C(C(=O)O)C=C1)CC3)(C)C